C1(CC1)C1=NC=NC(=C1C=1N=CC2=C(N(CCNC2(C)C)CC2=CC=C(C=C2)C=2N(C=C(N2)C(F)(F)F)C)N1)OC 2-(4-cyclopropyl-6-methoxypyrimidin-5-yl)-5,5-dimethyl-9-(4-(1-methyl-4-(trifluoromethyl)-1H-imidazol-2-yl)benzyl)-6,7,8,9-tetrahydro-5H-pyrimido[4,5-e][1,4]diazepine